N-ethylideneethanolamine-N-oxide C(C)=[N+](CCO)[O-]